3-dimethylaminopropyl-(triethoxy)silane CN(CCC[Si](OCC)(OCC)OCC)C